2-(2,6-diisopropylphenyl)-N-((4-hydroxy-4,5,5-trimethyl-4,5,6,7-tetrahydrobenzofuran-2-yl)sulfonyl)acetamide C(C)(C)C1=C(C(=CC=C1)C(C)C)CC(=O)NS(=O)(=O)C=1OC2=C(C1)C(C(CC2)(C)C)(C)O